CN1C(CCCC1)CCN 2-(1-methylpiperidin-2-yl)ethane-1-amine